N-methyl-N-methoxyamine CNOC